C(C(=C)C)(=O)OCCC[Si](OCC)(OCC)OCC gamma-(methacryloxy)propyl-triethoxysilane